1-(6-(4-isopropyl-4H-1,2,4-triazol-3-yl)pyridin-2-yl)-3-(thiazol-2-yl)urea C(C)(C)N1C(=NN=C1)C1=CC=CC(=N1)NC(=O)NC=1SC=CN1